(R)-1-(bicyclo[1.1.1]pent-1-ylamino)-2-(2-bromo-4-chloro-5-methoxyphenylsulfonylamino)hexane C12(CC(C1)C2)NC[C@@H](CCCC)NS(=O)(=O)C2=C(C=C(C(=C2)OC)Cl)Br